COC=1C(=C(C=CC1)B(O)O)O 3-METHOXY-2-HYDROXYPHENYLBORONIC ACID